8-methyl-6-(3-(piperidin-4-yl)-1H-indol-6-yl)-[1,2,4]triazolo[1,5-a]pyridine CC=1C=2N(C=C(C1)C1=CC=C3C(=CNC3=C1)C1CCNCC1)N=CN2